4-[2-(dimethylamino)ethoxy]aniline CN(CCOC1=CC=C(N)C=C1)C